2-(4-chloro-2,5-dimethoxyphenyl)ethylamine ClC1=CC(=C(C=C1OC)CCN)OC